N1(C=NC=C1)CCNCC1=NC=C(C=C1)C#CC1=CC=C(C=C1)C1=CC(=NO1)CN1C(=NC=C1)[C@H](C)OC1OCCCC1 2-(1H-imidazole-1-yl)-N-((5-((4-(3-((2-((1S)-1-((tetrahydro-2H-pyran-2-yl)oxy)ethyl)-1H-imidazole-1-yl)methyl)isoxazol-5-yl)phenyl)ethynyl)pyridin-2-yl)methyl)ethan-1-amine